benzo[b]thiophen S1C2=C(C=C1)C=CC=C2